N[C@H](C(=O)O)CC1=C(C=C(C=C1)OC)F (2S)-2-amino-3-(4-methoxy-2-fluorophenyl)propanoic acid